ClC1=CC(=C(C=C1)C1=NN2C(CN([C@@H](C2)C)C(C=C)=O)=C1C1=CC=NC=C1)F 1-[(6R)-2-(4-chloro-2-fluorophenyl)-6-methyl-3-(pyridin-4-yl)-6,7-dihydropyrazolo[1,5-a]pyrazin-5(4H)-yl]prop-2-en-1-one